CC1C(=C(C2=CC=CC=C12)C)[Si](C)(C)C1C=CC2=CC=CC=C12 (1,3-dimethyl-1H-inden-2-yl)(1H-inden-1-yl)dimethylsilane